CC1(CCC(CC1)=O)NC(OCC1=CC=CC=C1)=O benzyl (1-methyl-4-oxocyclohexyl)carbamate